ClC=1C(=CC(=C(C1)S(=O)(=O)NC1=NC=NC=C1)F)O[C@@H]1[C@H](C[C@H](CC1)C1=CC(=CC=C1)C(F)(F)F)NC1CN(C1)C 5-chloro-2-fluoro-4-(((1S,2S,4S)-2-((1-methylazetidin-3-yl)amino)-4-(3-(trifluoromethyl)phenyl)cyclohexyl)oxy)-N-(pyrimidin-4-yl)benzenesulfonamide